ClC=1C(=NC=CC1)N1N=C(C=C1C(=O)NC=1C(=CC=2N(C1C(=O)NCC1CC1)N=CC2)C)CN2N=C(N=N2)C(F)(F)F 6-(1-(3-Chloropyridin-2-yl)-3-((5-(trifluoromethyl)-2H-tetrazol-2-yl)methyl)-1H-pyrazol-5-carboxamido)-N-(cyclopropylmethyl)-5-methylpyrazolo[1,5-a]pyridin-7-carboxamid